(S)-5-(1-(3-(ethoxymethyl)-3-(2-(5-fluorothiophen-2-yl)ethyl)pyrrolidin-1-yl)cyclopropyl)-2-methylpyridine C(C)OC[C@@]1(CN(CC1)C1(CC1)C=1C=CC(=NC1)C)CCC=1SC(=CC1)F